ClC=1C=C(C=NC1N1N=CC=N1)NC(=O)NC=1C=NC=2N(C1C(C)OC)N=C(C2)Cl 1-(5-chloro-6-(2H-1,2,3-triazol-2-yl)pyridin-3-yl)-3-(2-chloro-7-(1-methoxyethyl)pyrazolo[1,5-a]pyrimidin-6-yl)urea